FC=1C=C(C=NC1OC(F)(F)F)C(=O)NCC=1C(=NC=NC1)OC 5-fluoro-N-[(4-methoxypyrimidin-5-yl)methyl]-6-(trifluoromethoxy)pyridine-3-carboxamide